(S)-1-(1-carboxy-3-methylbutyl)-4-[3-(methoxy)phenylthiomethyl]-1H-1,2,3-triazole C(=O)(O)[C@H](CC(C)C)N1N=NC(=C1)CSC1=CC(=CC=C1)OC